methyl 2-((diphenylmethylene)amino)-2-(4-oxo-4H-pyrido[1,2-a]pyrimidin-2-yl)acetate C1(=CC=CC=C1)C(C1=CC=CC=C1)=NC(C(=O)OC)C=1N=C2N(C(C1)=O)C=CC=C2